(R)-N-(7-(4-amino-1-(piperidin-3-yl)-1H-pyrazolo[3,4-d]pyrimidin-3-yl)benzo[d][1,3]dioxol-4-yl)-5-fluorobenzo[b]furan-2-carboxamide NC1=C2C(=NC=N1)N(N=C2C2=CC=C(C1=C2OCO1)NC(=O)C1=CC2=C(O1)C=CC(=C2)F)[C@H]2CNCCC2